2,4,6-tri-isopropyl-4,4'-bipyridine C(C)(C)C1=NC(=CC(C1)(C1=CC=NC=C1)C(C)C)C(C)C